7-chloro-2-(thiazol-5-yl)-9H-indeno[2,1-d]pyrimidin-9-one ClC1=CC=2C(C=3N=C(N=CC3C2C=C1)C1=CN=CS1)=O